bis(4-((4-(2-(4-hydroxyphenyl)propan-2-yl)phenoxy)carbonyl)phenyl)thiophene-2,5-dicarboxylate OC1=CC=C(C=C1)C(C)(C)C1=CC=C(OC(=O)C2=CC=C(C=C2)C=2C(=C(SC2C(=O)[O-])C(=O)[O-])C2=CC=C(C=C2)C(=O)OC2=CC=C(C=C2)C(C)(C)C2=CC=C(C=C2)O)C=C1